ClC1=NC=NN2C1=CC=C2C2(O[C@@H]([C@H]([C@H]2O[Si](C)(C)C(C)(C)C)O[Si](C)(C)C(C)(C)C)CO[Si](C)(C)C(C)(C)C)O (3R,4R,5R)-2-(4-chloropyrrolo[2,1-f][1,2,4]triazin-7-yl)3,4-bis(tert-butyldimethylsiloxy)-5-((tert-butyldimethylsiloxy)methyl)tetrahydrofuran-2-ol